NS(=NC(CC=1C(=NC=C(C1C(C)C)F)C(C)C)=O)(=O)C1=CN=C(S1)C(C)(C)O N-(amino(2-(2-hydroxypropan-2-yl)thiazol-5-yl)(oxo)-λ6-sulfaneylidene)-2-(5-fluoro-2,4-diisopropylpyridin-3-yl)acetamide